3-aminopropylmethyldi(trimethylsiloxy)silane NCCC[Si](O[Si](C)(C)C)(O[Si](C)(C)C)C